NC1=C(C(NC2=CC(=C(C=C12)F)C(F)(F)F)=O)C(=O)N[C@H]1CS(C=C1)(=O)=O (R)-4-Amino-N-(1,1-dioxido-2,3-dihydrothiophen-3-yl)-6-fluoro-2-oxo-7-(trifluoromethyl)-1,2-dihydroquinoline-3-carboxamide